6-bromo-2-methyl-2,4-dihydro-1H-benzo[b][1,2,4]triazolo[4,3-d][1,4]oxazin-1-one BrC1=CC=CC2=C1OCC=1N2C(N(N1)C)=O